CCCCCCCCCCCCCCCCCCC(=O)O[C@H](COC(=O)CCCCCCC/C=C\C/C=C\CCCC)COP(=O)([O-])OCC[N+](C)(C)C 1-(9Z,12Z-heptadecadienoyl)-2-nonadecanoyl-glycero-3-phosphocholine